(E)-4-allyl-2-(4-chlorobenzylimino)-6-(2-methylbenzofuran-5-yl)phenol C(C=C)C1=C\C(\C(C(=C1)C=1C=CC2=C(C=C(O2)C)C1)O)=N/CC1=CC=C(C=C1)Cl